5-tert-butyl 3-ethyl 2-allyl-6,7-dihydro-2H-pyrazolo[4,3-c]pyridine-3,5(4H)-dicarboxylate C(C=C)N1N=C2C(CN(CC2)C(=O)OC(C)(C)C)=C1C(=O)OCC